2,2',3,5,6-pentafluoro-4,4'-dimethoxy-5'-nitro-1,1'-biphenyl FC1=C(C(=C(C(=C1F)OC)F)F)C1=C(C=C(C(=C1)[N+](=O)[O-])OC)F